C(N)(=O)C1=CC=C(C=C1)NC(=O)NC(CC(=O)O)C=1C=NC=CC1 3-{[(4-carbamoylphenyl)carbamoyl]amino}-3-(pyridin-3-yl)propanoic acid